FC1=CC=C(C=C1)C(N1[C@H](CN(CC1)C1=CC(N(C=2C=CC(=NC12)C#N)C)=O)C(C)C)C1=CC=C(C=C1)F (S)-8-(4-(bis(4-fluorophenyl)methyl)-3-isopropylpiperazin-1-yl)-5-methyl-6-oxo-5,6-dihydro-1,5-naphthyridine-2-carbonitrile